2-phenyl-5-methoxycarbonyl-6-methyl-9-methoxy-2H-naphtho[1,2-b]pyran C1(=CC=CC=C1)C1C=CC2=C(O1)C1=CC(=CC=C1C(=C2C(=O)OC)C)OC